C(C)C1=C(C=CC(=C1)OCOCC[Si](C)(C)C)C1=CC=C2C(=NN(C2=C1)C1OCCCC1)C=1N(C=CN1)COCC[Si](C)(C)C 6-(2-ethyl-4-((2-(trimethylsilyl)ethoxy)methoxy)phenyl)-1-(tetrahydro-2H-pyran-2-yl)-3-(1-((2-(trimethylsilyl)ethoxy)methyl)-1H-imidazol-2-yl)-1H-indazole